ethyl-isooctanon C(C)CC(CCCC(C)C)=O